(R)-6-(3-Chlorophenyl)-2-phenyl-5,6-dihydro-4H-1,3-selenazin-4-one ClC=1C=C(C=CC1)[C@H]1CC(N=C([Se]1)C1=CC=CC=C1)=O